COC=1C=C(C=CC1OC)C1COC2=C(C(=CC=C2C1C1=CC=C(C=C1)OC)O)C 3-(3,4-dimethoxyphenyl)-4-(4-methoxyphenyl)-8-methylchroman-7-ol